COC1=CC=C(C=C1)C(\C=C\N1CCCCC1)=O (E)-1-(4-methoxyphenyl)-3-(piperidin-1-yl)prop-2-en-1-one